CC=1N=COC1C(=O)N1[C@H](C2=C(CC1)NC=N2)C2=NN1C(C=CC=C1C(F)(F)F)=C2 (R)-(4-methyloxazol-5-yl)(4-(7-(trifluoromethyl)pyrazolo[1,5-a]pyridin-2-yl)-6,7-dihydro-1H-imidazo[4,5-c]pyridin-5(4H)-yl)methanone